BrC1CC(C1)OC1=CC=NC=C1 4-(3-bromocyclobutoxy)pyridine